4-((2,4-dioxo-3-phenethyl-3,4-dihydroquinazolin-1(2H)-yl)methyl)-N-hydroxy-2-methylbenzamide O=C1N(C2=CC=CC=C2C(N1CCC1=CC=CC=C1)=O)CC1=CC(=C(C(=O)NO)C=C1)C